3-[(2-bromo-4-pyridyl)oxy]propan-1-ol BrC1=NC=CC(=C1)OCCCO